C(C)(C)(C)OC(=O)N1[C@H](CN(CC1)C1=CC(=CC2=C1N(C(N2C=2SC(=NN2)C(F)F)=O)CC)S(=O)O)C 7-((S)-4-(tert-butoxycarbonyl)-3-methylpiperazin-1-yl)-3-(5-(difluoromethyl)-1,3,4-thiadiazol-2-yl)-1-ethyl-2-oxo-2,3-dihydro-1H-benzo[d]imidazole-5-sulfinic acid